ClC=1C(=NC(=CC1)C)C(=O)NC1(C[C@@H]2[C@@H](CN(C2)C2=NC=C(C=C2)C=2C=3N(C=C(C2)OCC)N=CC3C#N)C1)C 3-chloro-N-((3aR,5s,6aS)-2-(5-(3-cyano-6-ethoxypyrazolo[1,5-a]pyridin-4-yl)pyridin-2-yl)-5-methyloctahydrocyclopenta[c]pyrrol-5-yl)-6-methylpicolinamide